3-(5-bromo-4-methyl-1H-benzo[d][1,2,3]triazol-1-yl)propan-1-ol BrC1=C(C2=C(N(N=N2)CCCO)C=C1)C